4-[8-bromo-1-(2-pyridyl)-5H-isochromeno[4,3-c]pyrazole-3-carbonyl]-3,3-dimethyl-piperazin-2-one BrC1=CC2=C(C=C1)COC1=C2N(N=C1C(=O)N1C(C(NCC1)=O)(C)C)C1=NC=CC=C1